C12CNCC(CC1)N2C=2SC=1CN(CC(C1N2)(C)C)C([C@H](O)C2CCCC2)=O (2R)-1-(2-(3,8-diazabicyclo[3.2.1]octan-8-yl)-7,7-dimethyl-6,7-dihydrothiazolo[5,4-c]pyridin-5(4H)-yl)-2-cyclopentyl-2-hydroxyethan-1-one